BrC=1C=NC2=CC=C(C=C2C1)C=1N=CNC1C1=NC(=CC=C1)C 3-bromo-6-[5-(6-methyl-2-pyridyl)-1H-imidazol-4-yl]quinoline